tert-butyl (S)-4-(2-((((9H-fluoren-9-yl) methoxy) carbonyl) amino)-2-phenylacetamido)-2-chlorobenzoate C1=CC=CC=2C3=CC=CC=C3C(C12)COC(=O)N[C@H](C(=O)NC1=CC(=C(C(=O)OC(C)(C)C)C=C1)Cl)C1=CC=CC=C1